((2S,3S)-3-amino-5-methylenetetrahydro-2H-pyran-2-yl)-3-bromo-5-chloro-N-(thiophen-2-ylmethyl)thieno[3,2-b]pyridin-7-amine N[C@@H]1[C@H](OCC(C1)=C)C1=C(C2=NC(=CC(=C2S1)NCC=1SC=CC1)Cl)Br